COC1=CC=C(CN(C2=C(C=C3C(=N2)C=C(N3)CN(C(C)=O)C)C)CC3=CC=C(C=C3)OC)C=C1 N-((5-(bis(4-methoxybenzyl)amino)-6-methyl-1H-pyrrolo[3,2-b]pyridin-2-yl)methyl)-N-methylacetamide